4-[3-(p-toluenesulfonyl)propoxy]Salicylic acid CC1=CC=C(C=C1)S(=O)(=O)CCCOC=1C=C(C(C(=O)O)=CC1)O